CS(=O)(C)=NC1=CC=NN1C=1C(=NC=CN1)C(C)NC(C1=CC(=CC(=C1)C(F)(F)F)C(F)(F)F)=O N-(1-(3-(5-((dimethyl(oxo)-λ6-sulfaneylidene)amino)-1H-pyrazol-1-yl)pyrazin-2-yl)ethyl)-3,5-bis(trifluoromethyl)benzamide